C(C)(C)(C)OC(=O)N1C(C2=CC(=CC=C2CC1)C(=O)N1CC2=CC=CC=C2C[C@H]1COC)C=1N(C(=C(C1)C(=O)OCC)C)C [4-(ethoxycarbonyl)-1,5-dimethylpyrrol-2-yl]-7-{[(3S)-3-(methoxymethyl)-3,4-dihydro-1H-isoquinolin-2-yl]carbonyl}-3,4-dihydro-1H-isoquinoline-2-carboxylic acid tert-butyl ester